C(#N)C=1C=C2C(=CC1)NC(C21CCN(CC1)CCOC1=CC=C(C=C1)N(S(=O)(=O)C)C)=O N-[4-(2-{5-cyano-2-oxo-1,2-dihydrospiro[indole-3,4'-piperidin]-1'-yl}ethoxy)phenyl]-N-methylmethanesulfonamide